3-(2-((3-phenethyl-3-(tetrahydrofuran-2-yl)pyrrolidin-1-yl)methyl)-1H-pyrrol-1-yl)pyridine C(CC1=CC=CC=C1)C1(CN(CC1)CC=1N(C=CC1)C=1C=NC=CC1)C1OCCC1